[N+](=O)([O-])C1=C(C=CC(=C1)[N+](=O)[O-])[O-].N[N+]1=CC=C(C=C1)NC(OC(C)(C)C)=O tert-butyl N-(1-aminopyridin-1-ium-4-yl)carbamate 2,4-dinitrophenolate